OCOP(=O)(O)CCC(C(=O)O)=C=O 4-(hydroxymethylphosphono)-2-carbonyl-butyric acid